F[B-](F)(F)F.F[N+]12CC[N+](CC1)(CC2)C.F[B-](F)(F)F 1-Fluoro-4-methyl-1,4-diazabicyclo[2.2.2]octane-1,4-diium tetrafluoroborate